1-(5-(1-benzyl-1H-pyrazol-4-yl)-1-methyl-2-oxo-1,2-dihydropyridin-4-yl)-N-methylpyrrolidine-3-sulfonamide C(C1=CC=CC=C1)N1N=CC(=C1)C=1C(=CC(N(C1)C)=O)N1CC(CC1)S(=O)(=O)NC